3-(1-hydroxynaphthalen-2-yl)-3-oxopropanenitrile OC1=C(C=CC2=CC=CC=C12)C(CC#N)=O